C(C)C1=CC2=C(C3=CC=CC=C3C(=C2C=C1)C#CC1=CC=CC=C1)C#CC1=CC=CC=C1 2-Ethyl-9,10-bis(phenylethynyl)-Anthracen